C(#N)C1=C(N=NC(=C1)C1=C(C=C(C=C1)C1=CN=NC(=C1)OC)OCOC)N1C[C@H](CC1)N(C(OC(C)(C)C)=O)C1CCC1 tert-butyl N-[(3S)-1-{4-cyano-6-[2-(methoxymethoxy)-4-(6-methoxypyridazin-4-yl)phenyl]pyridazin-3-yl}pyrrolidin-3-yl]-N-cyclobutylcarbamate